(2Z)-2-azido-3-(furan-2-yl)prop-2-enoic acid ethyl ester C(C)OC(/C(=C/C=1OC=CC1)/N=[N+]=[N-])=O